C1(CC1)OC1=C(C(=NC=C1)OC)C1=CC=2C(=CN=C(C2)NC(=O)[C@H]2[C@H](C2)F)N1C (1S,2S)-N-[2-(4-cyclopropoxy-2-methoxypyridin-3-yl)-1-methylpyrrolo[2,3-c]pyridin-5-yl]-2-fluorocyclopropane-1-carboxamide